FC=1C=C(C=CC1F)N1C(CC[C@H]1C1=NC2=C(N1CC=1C=NC=CC1)C=CC(=C2)C=2C(=NOC2C)C)=O (S)-1-(3,4-difluorophenyl)-5-(5-(3,5-dimethylisoxazol-4-yl)-1-(pyridin-3-ylmethyl)-1H-benzo[d]imidazol-2-yl)pyrrolidin-2-one